2-(2,6-dioxopiperidin-3-yl)-1-oxoisoindole O=C1NC(CCC1N1C(C2=CC=CC=C2C1)=O)=O